2-azaspiro[4.4]nonane-3-carboxamide C1NC(CC12CCCC2)C(=O)N